OC1=C(C=CC=C1)/C=C/C(=O)C1C(C=CC=C1OC)=O (E)-3-(2-hydroxyphenyl)-1-(3-methoxybenzene-1-oneYl)prop-2-en-1-one